(6-bromo-3,3-dimethyl-1-oxoisoindolin-4-yl)acetaldehyde BrC1=CC(=C2C(NC(C2=C1)=O)(C)C)CC=O